5-(3,5-dichloro-phenyl)-N-(2-fluoro-3-vinyl-phenyl)-5-(trifluoromethyl)-4H-isoxazol-3-amine ClC=1C=C(C=C(C1)Cl)C1(CC(=NO1)NC1=C(C(=CC=C1)C=C)F)C(F)(F)F